BrC1=C(C=CC(=C1)F)NC=1SC=C(N1)C=1SC=CN1 N-(2-bromo-4-fluorophenyl)-[2,4'-bithiazole]-2'-amine